(Sa)-6-(4-Chloro-1-(4-(tert-butyl)benzyl)-1H-indazol-7-carboxamido)spiro[3.3]heptan ClC1=C2C=NN(C2=C(C=C1)C(=O)NC1CC2(CCC2)C1)CC1=CC=C(C=C1)C(C)(C)C